C(=O)O.C(=O)O.CS(=O)(=O)C1=CC=C(C=C1)CCN[C@@H]([C@H]1CNC2=C(N1)N=CC=C2)C2=CC=CC=C2 2-(4-(methylsulfonyl)phenyl)-N-((R)-phenyl((R)-1,2,3,4-tetrahydropyrido[2,3-b]pyrazin-3-yl)methyl)ethanamine diformate